C(CC=C)[C@H]1[C@@H](C[C@H](N1)C(=O)OC)O[Si](C)(C)C(C)(C)C Methyl (2S,4R,5S)-5-(but-3-en-1-yl)-4-((tert-butyldimethylsilyl)oxy)pyrrolidine-2-carboxylate